4'-(1-(3-(4'-amino-[1,1'-biphenyl]-4-yl)-2,2-dichlorocyclopropyl)ethyl)-[1,1'-biphenyl]-4-amine NC1=CC=C(C=C1)C1=CC=C(C=C1)C1C(C1C(C)C1=CC=C(C=C1)C1=CC=C(C=C1)N)(Cl)Cl